4-(2,3-difluorobenzyl)-1-(2-(pyrimidin-4-yl)nicotinoyl)piperidine-4-carbonitrile FC1=C(CC2(CCN(CC2)C(C2=C(N=CC=C2)C2=NC=NC=C2)=O)C#N)C=CC=C1F